(2R,4R)-6-chloro-4-hydroxy-N-[3-(2-{[2-(trifluoromethyl)pyrimidin-5-yl]oxy}acetamido)bicyclo[1.1.1]pentan-1-yl]-3,4-dihydro-2H-1-benzopyran-2-carboxamide ClC=1C=CC2=C([C@@H](C[C@@H](O2)C(=O)NC23CC(C2)(C3)NC(COC=3C=NC(=NC3)C(F)(F)F)=O)O)C1